C(C=O)=O 1,2-ethanedione